(2R,3R,4R,5R)-5-((R)-1,2-dihydroxyethyl)-6'-(4-ethylbenzyl)-4,5-dihydro-3H,3'H-spiro[furan-2,1'-isobenzofuran]-3,4-diol O[C@H](CO)[C@@H]1[C@@H]([C@H]([C@]2(OCC3=CC=C(C=C23)CC2=CC=C(C=C2)CC)O1)O)O